[Zn+2].ClC=1C=CC(=C(C1)[N+]#N)C.ClC=1C=CC(=C(C1)[N+]#N)C 5-chloro-2-methylbenzenediazonium-hemi-zinc salt